ClC=1C=C2C(=CC(=NC2=CC1)C(F)(F)F)N[C@@H]1C[C@@H](CCC1)NC(=O)C=1C=NNC1OC N-[(1R,3S)-3-{[6-chloro-2-(trifluoromethyl)quinolin-4-yl]amino}cyclohexyl]-5-methoxy-1H-pyrazole-4-carboxamide